2-(((S)-1-(1H-1,2,4-triazol-1-yl)propan-2-yl)oxy)-4-(2-((3-(3-ethoxypropoxy)-1-((1r,4r)-4-morpholinocyclohexyl)-1H-pyrazol-4-yl)amino)pyrimidin-5-yl)benzonitrile N1(N=CN=C1)C[C@H](C)OC1=C(C#N)C=CC(=C1)C=1C=NC(=NC1)NC=1C(=NN(C1)C1CCC(CC1)N1CCOCC1)OCCCOCC